N[C@@H]1C2=CC=CC(=C2CC12CCN(CC2)C2=CC=C(C(N2C)=O)C2=CC=C(C=C2)C2CCCCC2)O (S)-6-(1-amino-4-hydroxy-1,3-dihydrospiro[indene-2,4'-piperidin]-1'-yl)-3-(4-cyclohexylphenyl)-1-methylpyridin-2(1H)-one